2-bromo-1-chloro-5-methoxy-3-methyl-benzene BrC1=C(C=C(C=C1C)OC)Cl